FC1(CC(C(CC1)C1=NC=CC(=C1N)C1=NC=CC=C1F)C)F 2'-(4,4-difluoro-2-methylcyclohexyl)-3-fluoro-[2,4'-bipyridin]-3'-amine